amino-3-(2-aminoethyl)piperidine-1-carboxylic acid tert-butyl ester C(C)(C)(C)OC(=O)N1C(C(CCC1)CCN)N